FC=1C=C(C(=NC1)C(C)O)C 1-(5-Fluoro-3-methyl-2-pyridyl)ethanol